OC1=CC=C2C=C(C=C(C2=C1\N=N\C1=CC=C(C2=CC=CC=C12)S(=O)(=O)O)S(=O)(=O)O)S(=O)(=O)O 7-hydroxy-8-[(E)-(4-sulfo-1-naphthyl)diazenyl]-1,3-naphthalenedisulfonic acid